CC=1OC(=CC1C=1N=C(C2=C(N1)SC(=C2)C)NCCCC2=CC=CC=C2)C 2-(2,5-dimethylfuran-3-yl)-6-methyl-N-(3-phenylpropyl)thieno[2,3-d]pyrimidin-4-amine